(2E)-3-[4-(5-{cyclopropyl[(1R,2S,3S,5S)-2-fluoro-1,5-dimethyl-8-azabicyclo[3.2.1]octan-3-yl]amino}pyrazin-2-yl)-3-hydroxyphenyl]-N-methylprop-2-enamide C1(CC1)N(C=1N=CC(=NC1)C1=C(C=C(C=C1)/C=C/C(=O)NC)O)[C@@H]1[C@@H]([C@]2(CC[C@@](C1)(N2)C)C)F